C(C1=CC=CC=C1)OC(=O)N[C@H]([C@H](C(=O)OCC)O)C1=C(C(=C(C=C1)F)F)OC ethyl (2R,3S)-3-(((benzyloxy) carbonyl) amino)-3-(3,4-difluoro-2-methoxyphenyl)-2-hydroxypropanoate